C(C1=CC=CC=C1)OC1=C(C(=C(C(=O)O)C=C1)F)N1S(NC(C1)=O)(=O)=O 4-(benzyloxy)-3-(1,1-dioxido-4-oxo-1,2,5-thiadiazolidin-2-yl)-2-fluorobenzoic acid